BrC1=C(/C=C/C(=O)O)C=CC(=C1)O 2-Bromocoumaric acid